(5S,8S,10aR)-N-((R)-chroman-4-yl)-5-((S)-2-(methylamino)propanamido)-6-oxo-3-pivaloyldecahydropyrrolo[1,2-a][1,5]diazocine-8-carboxamide hydrochloride Cl.O1CC[C@H](C2=CC=CC=C12)NC(=O)[C@@H]1CC[C@H]2N1C([C@H](CN(CC2)C(C(C)(C)C)=O)NC([C@H](C)NC)=O)=O